C(#C)C=1C=CC=C2C=C(C=NC12)C(=O)N[C@@H](C)C1=NC=CC=C1 (S)-8-ethynyl-N-(1-(pyridin-2-yl)ethyl)quinoline-3-carboxamide